2-((7-bromo-4-oxo-5-(2,2,2-trifluoroethoxy)-3,4-dihydrophthalazin-1-yl)methyl)isoindoline BrC1=CC(=C2C(NN=C(C2=C1)CN1CC2=CC=CC=C2C1)=O)OCC(F)(F)F